4-(1,4-diazacycloheptan-1-yl)-6,7-dimethoxyquinoline-3-carboxylic acid ethyl ester hydrochloride Cl.C(C)OC(=O)C=1C=NC2=CC(=C(C=C2C1N1CCNCCC1)OC)OC